4-{(S)-2-(3-(3-chlorophenyl)propionylamino)-2-[2-(thiophen-2-yl)thiazol-4-yl]Ethyl}phenylaminosulfonic acid ClC=1C=C(C=CC1)CCC(=O)N[C@@H](CC1=CC=C(C=C1)NS(=O)(=O)O)C=1N=C(SC1)C=1SC=CC1